(2R,3S,4S)-4-hydroxy-2-[(4-methoxyphenyl)methyl]pyrrolidin-3-yl N-{2-[(2S)-2-methylpyrrolidin-2-yl]ethyl}carbamate C[C@@]1(NCCC1)CCNC(O[C@H]1[C@H](NC[C@@H]1O)CC1=CC=C(C=C1)OC)=O